N-(4-((3-((2-(2-(2-(2-aminoethoxy)ethoxy)ethoxy)ethyl)carbamoyl)phenyl)carbamoyl)benzyl)-N-cyclopropyl-3-oxo-3,4-dihydro-2H-benzo[b][1,4]oxazine-7-carboxamide 2,2,2-trifluoroacetate FC(C(=O)O)(F)F.NCCOCCOCCOCCNC(=O)C=1C=C(C=CC1)NC(=O)C1=CC=C(CN(C(=O)C=2C=CC3=C(OCC(N3)=O)C2)C2CC2)C=C1